C(C)(C)(C)OC(=O)N1C[C@@H](N(CC1)C=1C2=C(N(C(N1)=O)C=1C(=NC=CC1C)C(C)C)N=C(C(=C2)Cl)C2=CC=CC1=CC=CC(=C21)C)C (S)-4-(6-chloro-1-(2-isopropyl-4-methylpyridin-3-yl)-7-(8-methylnaphthalen-1-yl)-2-oxo-1,2-dihydropyrido[2,3-d]pyrimidin-4-yl)-3-methylpiperazine-1-carboxylic acid tert-butyl ester